(S)-2-methyl-3-(4-(4-(1-(pent-3-yl)-1H-pyrazol-4-yl)pyrazolo[1,5-a]pyrazin-6-yl)-1H-pyrazol-1-yl)propane-1,2-diol C[C@@](CO)(CN1N=CC(=C1)C=1N=C(C=2N(C1)N=CC2)C=2C=NN(C2)C(CC)CC)O